ClC=1C=CC=C2C=CC=C(C12)C1=CC=C2C(=NC(=NC2=C1F)OCC12CCCN2CCC1)N1[C@H]2CCN([C@@H]2C1)C(C=C)=O 1-((1R,5S)-6-(7-(8-chloronaphthalen-1-yl)-8-fluoro-2-((tetrahydro-1H-pyrrolizin-7a(5H)-yl)methoxy)quinazolin-4-yl)-2,6-diazabicyclo[3.2.0]hept-2-yl)prop-2-en-1-one